1-((3-(5-(m-tolyl)-4,5-dihydro-1H-pyrazole-1-carbonyl)-bicyclo[1.1.1]pentan-1-yl)-methyl)-1H-indazole-5-carbonitrile C1(=CC(=CC=C1)C1CC=NN1C(=O)C12CC(C1)(C2)CN2N=CC1=CC(=CC=C21)C#N)C